tert-butyl 4-[(2-bromo-6-methoxypyridin-3-yl) methyl]-4-cyanopiperidine-1-carboxylate BrC1=NC(=CC=C1CC1(CCN(CC1)C(=O)OC(C)(C)C)C#N)OC